P(=O)(O)(O)OC[C@H]([C@H]([C@@H](CC(CO)=O)O)O)O 3-deoxy-arabinoheptulose 7-phosphate